1-(5-acetyl-4-hydroxy-2-methoxyphenyl)-3-(2-methoxybenzyl)urea C(C)(=O)C=1C(=CC(=C(C1)NC(=O)NCC1=C(C=CC=C1)OC)OC)O